[2H]C(C(O)([2H])[2H])(O)[2H] 1,1,2,2-tetradeuterioethane-1,2-diol